7-chloro-6-(2,6-difluorophenyl)-8-iodo-4H-[1,2,4]triazolo[4,3-a][1,4]benzodiazepine ClC1=C(C=CC2=C1C(=NCC=1N2C=NN1)C1=C(C=CC=C1F)F)I